6-((3-fluoro-5-(1-methyl-1H-pyrazol-4-yl)benzyl)carbamoyl)-7H-purine FC=1C=C(CNC(=O)C2=C3NC=NC3=NC=N2)C=C(C1)C=1C=NN(C1)C